CC(C)(C)[S@@](=O)N[C@@]1(CCC2=CC=CC=C12)CC(C1C(NC(N(C1=O)C1CCOCC1)=O)=O)=O (R)-2-methyl-N-((1S)-1-(2-oxo-2-(2,4,6-trioxo-1-(tetrahydro-2H-pyran-4-yl)hexahydropyrimidin-5-yl)ethyl)-2,3-dihydro-1H-inden-1-yl)propane-2-sulfinamide